CN1C=NC=C1C1=NC(=NC=C1)C(=O)NC1CC(C1)C=1C=NC(=CC1)C(F)(F)F 4-(1-methyl-1H-imidazol-5-yl)-N-((1s,3s)-3-(6-(trifluoromethyl)pyridin-3-yl)cyclobutyl)pyrimidine-2-carboxamide